CC1(CC1)C1=C(N)C=CC=C1 2-(1-methylcyclopropyl)aniline